FC1=C(C(=CC=C1)F)[C@H](C(=O)O)F (R)-2-(2,6-difluorophenyl)-2-fluoroacetic acid